allyl-(methoxy)(dimethyl)silane C(C=C)[Si](C)(C)OC